CC(C)[C@@]12[C@@H](O1)[C@H]3[C@@]4(O3)[C@]5(CCC6=C([C@@H]5C[C@H]7[C@]4([C@@H]2O)O7)COC6=O)C (3bS,4aS,5aS,6R,6aR,7aS,7bS,8aS,8bS)-3b,4,4a,6,6a,7a,7b,8b,9,10-Decahydro-6-hydroxy-8b-methyl-6a-(1-methylethyl)trisoxireno[4b,5:6,7:8a,9]phenanthro[1,2-c]furan-1(3H)-one